Cl.COC=1C=C2C(=NC(=NC2=CC1OC)C(F)(F)F)N1CCN(CCC1)S(=O)(=O)N 4-(6,7-dimethoxy-2-(trifluoromethyl)quinazolin-4-yl)-1,4-diazepan-1-sulfonamide hydrochloride